benzyl-N'-propyl-N-pyrimidin-2-yl-propane-1,3-diamine C(C1=CC=CC=C1)C(CCNCCC)NC1=NC=CC=N1